CN(CC(OC=1C=CC2=C(C(=C(O2)C)C(=O)OCC)C1)C1=CC=CC=C1)C ethyl 5-(2-(dimethylamino)-1-phenylethoxy)-2-methylbenzofuran-3-carboxylate